1-(4-bromopyridin-2-yl)-N,N-dimethylpropane-1,3-diamine BrC1=CC(=NC=C1)C(CCN)N(C)C